N=1C(C=C2C=CC=CC12)CC=C 2H-indol-2-ylmethylethylene